benzyl 3-amino-3-(4-fluorophenyl)pyrrolidine-1-carboxylate NC1(CN(CC1)C(=O)OCC1=CC=CC=C1)C1=CC=C(C=C1)F